tert-butyl 4-acetyl-3-(3-bromo-5-chloro-2-fluorophenyl)piperazine-1-carboxylate C(C)(=O)N1C(CN(CC1)C(=O)OC(C)(C)C)C1=C(C(=CC(=C1)Cl)Br)F